N-((2R,3S)-2-(((cis-4-(2,3-difluorophenyl)cyclohexyl)oxy)-methyl)-1-glycoloylpiperidin-3-yl)methanesulfonamide FC1=C(C=CC=C1F)[C@H]1CC[C@H](CC1)OC[C@@H]1N(CCC[C@@H]1NS(=O)(=O)C)C(CO)=O